tert-butyl 4-((5-chloro-6-oxopyridazin-1(6H)-yl))piperidine-1-carboxylate ClC1=CC=NN(C1=O)C1CCN(CC1)C(=O)OC(C)(C)C